C1(CCCC1)N1[C@@H](C(N(C=2C=NC(=NC12)NC1=C(C=C(C=C1)C=1SC(=NN1)CN1CC(NCC1)C)OC)C)=O)CC (R)-8-cyclopentyl-7-ethyl-2-((2-methoxy-4-(5-((3-methylpiperazin-1-yl)methyl)-1,3,4-thiadiazol-2-yl)phenyl)amino)-5-methyl-7,8-dihydro-pteridin-6(5H)-one